F[C@@H]1C[C@H](N(C1)C(=O)C=1C=C2C=NN(C2=CC1)C)C(=O)N[C@H](C1=CC=C(C=C1)C(C)C)C1=CC=CC=C1 (2S,4R)-4-fluoro-1-(1-methyl-1H-indazole-5-carbonyl)-N-[(S)-phenyl[4-(propan-2-yl)phenyl]methyl]pyrrolidine-2-carboxamide